C(#N)CC(=O)N1C[C@@H]([C@@H](CC1)C)N(C=1C2=C(N=CN1)N(C=C2)C(=O)NC=2C=C(C(=O)O)C=CC2)C 3-[[4-[[(3R,4R)-1-(2-cyanoacetyl)-4-methyl-3-piperidinyl]-methyl-amino]pyrrolo[2,3-d]pyrimidine-7-carbonyl]amino]benzoic acid